5-Tetracosenoic acid C(CCCC=CCCCCCCCCCCCCCCCCCC)(=O)O